CN(CCOC=1N=C(C2=C(N1)CN(CC2)C2=CC=CC1=CC=CC(=C21)C)O)C 2-(Dimethylamino)ethoxyl-7-(8-methyl-1-naphthyl)-6,8-dihydro-5H-pyrido[3,4-d]pyrimidin-4-ol